C(C(CC(CO)O)O)O 1,2,4,5-pentanetetrol